(6R,9S)-N-(3-chloro-4-(trifluoromethyl)phenyl)-6,7,8,9-tetrahydro-5H-6,9-epimino-cyclohepta[d]pyrimidine-10-carboxamide ClC=1C=C(C=CC1C(F)(F)F)NC(=O)N1[C@H]2CC3=C(N=CN=C3)[C@@H]1CC2